CC=1N=C(NC1C)S 4,5-dimethyl-2-mercaptoimidazole